C(C)(C)(C)OC(=O)N1CC(C(C(C1)CCCOS(=O)(=O)C1=CC=C(C=C1)C)(F)F)C tert-Butyl-4,4-difluoro-3-methyl-5-[3-(p-tolylsulfonyloxy)propyl]piperidine-1-carboxylate